FC1=CC=C(C=C1)N1N=CC2=C1C=C1CCN(C[C@]1(C2)C(=O)C2=NC=CC=C2)S(=O)(=O)C2=NN(N=C2)C (R)-(1-(4-fluorophenyl)-6-((2-methyl-2H-1,2,3-triazol-4-yl)sulfonyl)-4,4a,5,6,7,8-hexahydro-1H-pyrazolo[3,4-g]isoquinolin-4a-yl)(pyridin-2-yl)methanone